α-Amino-2,5-dihydro-5-oxo-4-isoxazolepropanoic acid NC(C(=O)O)CC1=CNOC1=O